4-(5-methylthiophen-3-yl)-3,6-dihydropyridine CC1=CC(=CS1)C=1CC=NCC1